7-chloro-5-(1H-imidazole-1-yl)-2-(4-methoxybenzyl)-2H-pyrazolo[4,3-d]Pyrimidine ClC=1C=2C(N=C(N1)N1C=NC=C1)=CN(N2)CC2=CC=C(C=C2)OC